O=CCCCN1CCC(CC1)CN1CCN(CC1)C(=O)OCC1=CC=CC=C1 benzyl 4-[[1-(4-oxobutyl)-4-piperidyl]methyl]piperazine-1-carboxylate